CCOC(=O)CC1=CC(=CC(=C1)OCC2=CC=CC=C2)C3=CC=C(C=C3)C(F)(F)F The molecule is a biphenylyl carboxylate ester, a member of (trifluoromethyl)benzenes, a benzyl ether and an ethyl ester. It contains a benzyloxy group.